4-(4-methylthiophen-3-yl)isoindolin-1-one CC=1C(=CSC1)C1=C2CNC(C2=CC=C1)=O